tert-butyl 4-(2-amino-6-(5-((2,4-difluorophenyl)sulfonamido)-6-methoxypyridin-3-yl)quinazolin-4-yl)piperazine-1-carboxylate NC1=NC2=CC=C(C=C2C(=N1)N1CCN(CC1)C(=O)OC(C)(C)C)C=1C=NC(=C(C1)NS(=O)(=O)C1=C(C=C(C=C1)F)F)OC